OCC1=CC(=C(C(=C1)OC)CCC(=O)O)OC 3-(4-hydroxymethyl-2,6-dimethoxyphenyl)-propionic acid